FC1=C(C=CC(=C1C)OC1=CC2=C(N(N=N2)C)C=C1)NC=1C2=C(N=CN1)C=CC(=N2)N2CCN(CC2)C(=O)OC(C)(C)C tert-butyl 4-(4-((2-fluoro-3-methyl-4-((1-methyl-1H-benzo[d][1,2,3]triazol-5-yl)oxy)phenyl)amino)pyrido[3,2-d]pyrimidin-6-yl)piperazine-1-carboxylate